FC1(CC2(C1)C[C@H](NCC2)C2=CC=C(C(=O)OC)C=C2)F Methyl (S)-4-(2,2-difluoro-7-azaspiro[3.5]nonan-6-yl)benzoate